COC1=C(C=CC=2C=3N(C(=NC12)N)CCN3)OCCCN3CCOCC3 7-methoxy-8-(3-morpholin-4-ylpropoxy)-2,3-dihydroimidazo[1,2-c]Quinazolin-5-amine